3-Spiro[3.3]heptan-2-ylisoxazol-5-amine C1C(CC12CCC2)C2=NOC(=C2)N